COC(=O)N1C2COCC1CC(C2)N2CCC(CC2)(C2=NC=CC=C2)C#N 7-[4-cyano-4-(pyridin-2-yl)piperidin-1-yl]-3-oxa-9-azabicyclo[3.3.1]nonane-9-carboxylic acid methyl ester